2-(4-(2-(2,6-dioxopiperidin-3-yl)-1,3-dioxoisoindol-5-yl)piperazin-1-yl)acetic acid O=C1NC(CCC1N1C(C2=CC=C(C=C2C1=O)N1CCN(CC1)CC(=O)O)=O)=O